FC1=CC=C(C=2NC=NC21)C(=O)O 4-fluoro-1H-benzo[d]imidazole-7-carboxylic acid